[Cl-].O=C([C@H](CC)[NH3+])NCC1=CC=C(C=C1)OCC1=CC(=CC=C1)C(F)(F)F (S)-1-Oxo-1-((4-((3-(Trifluoromethyl)Benzyl)Oxy)Benzyl)Amino)Butane-2-Aminium Chloride